p-toluenesulfonyl-3,3-dimethyl-2-butanone CC1=CC=C(C=C1)S(=O)(=O)CC(C(C)(C)C)=O